NCC(=O)N1C(CC(CC1)=O)C(=O)OC(C)(C)C N-glycyl-(Boc)4-piperidone